benzyl (6S)-6-{[7-chloro-2-(4-fluorophenyl)[1,2,4]triazolo[1,5-c]quinazolin-5-yl]amino}-5-oxo-1,4-diazepane-1-carboxylate ClC1=CC=CC=2C=3N(C(=NC12)N[C@@H]1C(NCCN(C1)C(=O)OCC1=CC=CC=C1)=O)N=C(N3)C3=CC=C(C=C3)F